IN[C@@H](CC1=CC=C(C=C1)O)C(=O)O iodo-L-tyrosine